(4-((5-cyano-2-(pyrazin-2-ylcarbamoyl)-1H-benzo[d]imidazol-1-yl)methyl)phenyl)phosphonic acid C(#N)C1=CC2=C(N(C(=N2)C(NC2=NC=CN=C2)=O)CC2=CC=C(C=C2)P(O)(O)=O)C=C1